(R)-1-((2-((2-methoxypropyl)amino)pyridin-4-yl)methyl)-5,5-dimethyl-3-(4-((trifluoromethyl)sulfonyl)phenyl)imidazolidine-2,4-dione CO[C@@H](CNC1=NC=CC(=C1)CN1C(N(C(C1(C)C)=O)C1=CC=C(C=C1)S(=O)(=O)C(F)(F)F)=O)C